1-(3-bromo-1-oxa-2,8-diazaspiro[4.5]Dec-2-en-8-yl)-4,4,4-trifluorobutan-1-one BrC1=NOC2(C1)CCN(CC2)C(CCC(F)(F)F)=O